2-methyl-5-((2-oxo-1,2-dihydropyridin-3-yl)methoxy)benzofuran-3-carboxamide CC=1OC2=C(C1C(=O)N)C=C(C=C2)OCC=2C(NC=CC2)=O